(R)-1-(2-chlorophenyl)ethyl (4-(6-fluoro-5-(methyl-sulfonamido)pyridin-2-yl)-1-methyl-1H-1,2,3-triazol-5-yl)carbamate FC1=C(C=CC(=N1)C=1N=NN(C1NC(O[C@H](C)C1=C(C=CC=C1)Cl)=O)C)NS(=O)(=O)C